(4R)-4,5-dihydroxyleucine O[C@@](C[C@H](N)C(=O)O)(C)CO